CN1CCN(CC1)C(=O)OC1=C(C=CC=C1)\N=N\C=1C(=NC(=CC1)N)N (E)-2-((2,6-diaminopyridin-3-yl)diazenyl)phenyl 4-methylpiperazine-1-carboxylate